(3-((5-((4-carbamimidoyl-2-fluorophenoxy)carbonyl)thiazol-2-yl)(ethyl)amino)propanoyl)-D-glutamic acid C(N)(=N)C1=CC(=C(OC(=O)C2=CN=C(S2)N(CCC(=O)N[C@H](CCC(=O)O)C(=O)O)CC)C=C1)F